3,3'-(piperazine-1,4-diyl)bis(N,N-bis(3-(trimethoxysilyl)propyl)propan-1-amine) N1(CCN(CC1)CCCN(CCC[Si](OC)(OC)OC)CCC[Si](OC)(OC)OC)CCCN(CCC[Si](OC)(OC)OC)CCC[Si](OC)(OC)OC